CC(=O)NC1=C(C=C(C=C1)OS(=O)(=O)[O-])OC The molecule is a phenyl sulfate oxoanion that is the conjugate base of 2-methoxyacetaminophen sulfate, obtained by deprotonation of the sulfo group; major species at pH 7.3. It has a role as a drug metabolite. It is a conjugate base of a 2-methoxyacetaminophen sulfate.